N[C@H](C(=O)OC(C)(C)C)CC(C)(C)C tert-butyl (2S)-2-amino-4,4-dimethylpentanoate